4,4'-((2-hydroxy-5-methyl-1,3-phenylene)Bis(methylene))Bis(2,6-dimethylphenol) OC1=C(C=C(C=C1CC1=CC(=C(C(=C1)C)O)C)C)CC1=CC(=C(C(=C1)C)O)C